3-(1-Oxo-6-(6-oxo-6-(4-(pyridin-2-yl)piperazin-1-yl)hexyl)isoindolin-2-yl)piperidine-2,6-dione O=C1N(CC2=CC=C(C=C12)CCCCCC(N1CCN(CC1)C1=NC=CC=C1)=O)C1C(NC(CC1)=O)=O